2-(pyridin-4-yl)propane-1,3-diol N1=CC=C(C=C1)C(CO)CO